C1(CC1)NC1CCN(CC1)C1=C2C=CN=NC2=C(C=C1)C(=O)NC=1C=C(C=2N(C1)C(=CN2)C)F 5-[4-(cyclopropylamino)-1-piperidyl]-N-(8-fluoro-3-methyl-imidazo[1,2-a]pyridin-6-yl)cinnoline-8-carboxamide